ClC=1C=C(C=C(C1)Cl)C=1OC2=C(N1)C=CC(=C2)C(=O)OC(CCO[Si](C)(C)C(C)(C)C)C [3-[tert-butyl (dimethyl) silyl] oxy-1-methyl-propyl] 2-(3,5-dichlorophenyl)-1,3-benzoxazole-6-carboxylate